C(C)(C)(C)OC(=O)N1CC2=C(CC1)C=CS2 5,7-dihydro-4H-thieno[2,3-c]Pyridine-6-carboxylic acid tert-butyl ester